N-((2S,3R)-3-hydroxy-1-(hydroxyamino)-1-oxobutan-2-yl)-4-((5-(morpholinomethyl)thiophen-2-yl)but-1,3-diynyl)benzamide O[C@@H]([C@@H](C(=O)NO)NC(C1=CC=C(C=C1)C#CC#CC=1SC(=CC1)CN1CCOCC1)=O)C